N-tert-butyl-2-(6-oxoindazolo[2,3-a]quinoxalin-5(6H)-yl)-4-phenylbutanamide C(C)(C)(C)NC(C(CCC1=CC=CC=C1)N1C(C=2N(C=3C=CC=CC13)N=C1C=CC=CC12)=O)=O